(2S,4R)-N-[7-fluoro-2-[[2-[2-oxo-3-(3-oxo-4H-pyrazino[2,3-b][1,4]oxazin-6-yl)oxazolidin-5-yl]ethylamino]methyl]indan-5-yl]-4-hydroxy-1-methyl-pyrrolidine-2-carboxamide FC=1C=C(C=C2CC(CC12)CNCCC1CN(C(O1)=O)C1=NC2=C(OCC(N2)=O)N=C1)NC(=O)[C@H]1N(C[C@@H](C1)O)C